7-methoxy-2-methylpyrazolo[1,5-a]pyridine-5-carboxylic acid COC1=CC(=CC=2N1N=C(C2)C)C(=O)O